(4Z)-2-[[(1R)-2-Methoxy-1-phenyl-ethyl]amino]-4-(6-quinolylmethylene)-1H-imidazol-5-one COC[C@@H](C1=CC=CC=C1)NC=1NC(/C(/N1)=C/C=1C=C2C=CC=NC2=CC1)=O